CC(C(CCN)C)N 1,2-dimethyl-1,4-diamino-butane